methyl-[(tert-Butoxycarbonyl) (methyl) amino] isonicotinate C(C1=CC=NC=C1)(=O)ON(CC)C(=O)OC(C)(C)C